2-(2,4-dioxotetrahydropyrimidin-1(2H)-yl)-5-(4-((4-(5-(5-methyl-5H-pyrido[4,3-b]indol-7-yl)pyridin-2-yl)piperazin-1-yl)methyl)piperidin-1-yl)isoindoline-1,3-dione O=C1N(CCC(N1)=O)N1C(C2=CC=C(C=C2C1=O)N1CCC(CC1)CN1CCN(CC1)C1=NC=C(C=C1)C=1C=CC=2C3=C(N(C2C1)C)C=CN=C3)=O